COC=1C=C(C=CC1NCC#CC1=C(C2=C(S1)C(=CC=C2)NCC21CCCN1CCC2)CC(F)(F)F)P(C)(C)=O (3-methoxy-4-((3-(7-(((tetrahydro-1H-pyrrolizin-7a(5H)-yl)methyl)amino)-3-(2,2,2-trifluoroethyl)benzo[b]thiophen-2-yl)prop-2-yn-1-yl)amino)phenyl)dimethylphosphine oxide